ClC1=CC=C(C=C1)C(NC(=O)[C@H]1CNC([C@@H]1C)=O)C1=CC=C(C=C1)Cl (3R,4R)-N-(bis(4-chlorophenyl)methyl)-4-methyl-5-oxopyrrolidine-3-carboxamide